COC1=C(C=CC=C1)N1C(=NC2=C(C1=O)SCC2)SCC(=O)N 2-[[3,4,6,7-tetrahydro-3-(2-methoxyphenyl)-4-oxothieno[3,2-d]pyrimidin-2-yl]thio]-acetamide